C1(=CC=CC=C1)C1OC2C(O1)CC(C2)=O cis-2-phenyl-hexahydrocyclopenta[d][1,3]dioxol-5-one